OC1=C(C=C(C=C1S(=O)(=O)O)O)CSCC=1C(=C(C=C(C1)O)S(=O)(=O)O)O 3-((2,5-dihydroxy-3-sulfophenyl)methylthiomethyl)-2,5-dihydroxybenzenesulfonic acid